(2S,4R)-N-[3-[[4-[[3-(2,3-difluoro-4-methoxyphenyl)imidazo[1,2-a]pyrazin-8-yl]amino]-2-methylbenzoyl]amino]propyl]-4-hydroxypyrrolidine-2-carboxamide FC1=C(C=CC(=C1F)OC)C1=CN=C2N1C=CN=C2NC2=CC(=C(C(=O)NCCCNC(=O)[C@H]1NC[C@@H](C1)O)C=C2)C